ClC1=CC=C(C=C1)C#CCl 1-chloro-4-(chloroethynyl)benzene